N(=[N+]=[N-])CCOCCN1N=C(C=C1)[N+](=O)[O-] 1-(2-(2-azidoethoxy)ethyl)-3-nitro-1H-pyrazole